NC1=CC=CC(=N1)S(=O)(=O)NC(=O)C=1C(=NC(=CC1)C1=CC(=CC(=C1)OCC(C)C)F)OCCC1CCCCC1 N-[(6-Amino-2-pyridyl)sulfonyl]-2-(2-cyclohexylethoxy)-6-(3-fluoro-5-isobutoxyphenyl)pyridin-3-carboxamid